COC(=O)C1CN(CCC1NC1=NC2=CC(=NC=C2C=C1)Cl)C(=O)OC(C)(C)C 4-[(7-chloro-1,6-naphthyridin-2-yl)amino]piperidine-1,3-dicarboxylic acid 1-tert-butyl ester 3-methyl ester